4-[(4-bromo-2-fluorophenyl)amino]-3-fluoro-5-({3-hydroxy-3-[(2S)-piperidin-2-yl]azetidin-1-yl}carbonyl)pyridin-2(1H)-one BrC1=CC(=C(C=C1)NC1=C(C(NC=C1C(=O)N1CC(C1)([C@H]1NCCCC1)O)=O)F)F